C(C)OC1=NC=CC=C1C1=NC(=C(C=C1)O[C@H]1[C@@H]2CN([C@H](C1)C2)C2=C(C=C(C=C2)F)C(F)(F)F)C(=O)N[C@H]2CNCC2 2'-ethoxy-5-({(1S,4S,5R)-2-[4-fluoro-2-(trifluoromethyl)phenyl]-2-azabicyclo[2.2.1]heptan-5-yl}oxy)-N-[(3R)-pyrrolidin-3-yl][2,3'-bipyridine]-6-carboxamide